N-[(E)-3-fluoro-2-[[2-(2-methyl-1-oxo-2,8-diazaspiro[4.5]decan-8-yl)pyrimidin-5-yl]oxymethyl]allyl]carbamic acid tert-butyl ester C(C)(C)(C)OC(NC/C(=C\F)/COC=1C=NC(=NC1)N1CCC2(CCN(C2=O)C)CC1)=O